C1(CCCCC1)NC(=O)C1=CC2=C(N=C(N=C2N2CCOCC2)N/N=C/C=2C=C(C=CC2)C)O1 N-cyclohexyl-4-morpholino-2-[(2E)-2-(m-tolylmethylene)hydrazino]furo[2,3-d]pyrimidine-6-carboxamide